NC1=C2C(=NC=N1)N(N=C2C2=CC=C(CC=1C(=C(C(=O)N)C=C(C1)F)OC)C=C2)C2CC(CCC2)O 4-(4-amino-1-(3-hydroxycyclohexanyl)-1H-pyrazolo[3,4-d]pyrimidin-3-yl)benzyl-5-fluoro-2-methoxybenzamide